N-(2,6-diisopropylphenyl)-2-oxo-1-phenyl-2,3-dihydro-1H-benzo[d]imidazole-5-carboximidamide C(C)(C)C1=C(C(=CC=C1)C(C)C)NC(=N)C1=CC2=C(N(C(N2)=O)C2=CC=CC=C2)C=C1